N[C@@H](CC(C(F)F)(C)C)C1=NC2=C(N1)C=C(C=C2)[C@H](NC(CC2CC(C2)(F)F)=O)C2CC2 N-((R)-(2-((S)-1-Amino-4,4-difluoro-3,3-dimethylbutyl)-1H-benzo[d]imidazol-6-yl)(cyclopropyl)methyl)-2-(3,3-difluorocyclobutyl)acetamide